N1CC(C1)CC(=O)NC1=C(C=C(C=C1)Cl)F 2-(azetidine-3-yl)-N-(4-chloro-2-fluorophenyl)acetamide